ClC=1C(=NC=C(C1)NC(NC1=C(N=C(NC1=O)N)N)=O)C(=O)N[C@H](C(=O)O)CCC(=O)O (2S)-2-[(3-chloro-5-{[(2,4-diamino-6-oxo-1,6-dihydropyrimidin-5-yl)carbamoyl]amino}pyridin-2-yl)formamido]pentanedioic acid